((R)-2-(4-(N-cyclobutylsulfamoyl)benzamido)-3-cyclohexylpropanoyl)-4-(5-(2-hydroxypropan-2-yl)-1H-1,2,3-triazol-1-yl)pyrrolidine-2-carboxamide C1(CCC1)NS(=O)(=O)C1=CC=C(C(=O)N[C@@H](C(=O)N2C(CC(C2)N2N=NC=C2C(C)(C)O)C(=O)N)CC2CCCCC2)C=C1